The molecule is the branched decasaccharide formed when two molecules of the Shigella flexneri O-antigen core pentasaccharide alpha-L-Rha-(1->2)-alpha-L-Rha-(1->3)-[alpha-D-Glc-(1->4)]-alpha-L-Rha-(1->3)-beta-D-GlcNAc are joined end to end via beta-(1->2) linkages. C[C@H]1[C@@H]([C@H]([C@H]([C@@H](O1)O[C@@H]2[C@@H]([C@H]([C@@H](O[C@H]2O[C@H]3[C@H]([C@@H](O[C@H]([C@@H]3O[C@@H]4[C@@H]([C@H]([C@@H]([C@H](O4)CO)O)O)O)C)O[C@@H]5[C@H]([C@@H](O[C@@H]([C@H]5O)CO)O[C@@H]6[C@@H]([C@H]([C@@H](O[C@H]6O[C@@H]7[C@@H]([C@H]([C@@H](O[C@H]7O[C@H]8[C@H]([C@@H](O[C@H]([C@@H]8O[C@@H]9[C@@H]([C@H]([C@@H]([C@H](O9)CO)O)O)O)C)O[C@@H]1[C@H]([C@@H](O[C@@H]([C@H]1O)CO)O)NC(=O)C)O)C)O)O)C)O)O)NC(=O)C)O)C)O)O)O)O)O